C[C@@H]1CO[C@@H](CN1C(=O)OC(C)(C)C)COS(=O)(=O)C tert-butyl (2S,5R)-5-methyl-2-(((methylsulfonyl)oxy)methyl)morpholine-4-carboxylate